ClC=1C=CC(=C(C1)C1N(CCCC1)C(=O)OC(C)(C)C)CO tert-Butyl 2-(5-chloro-2-(hydroxymethyl)phenyl)piperidine-1-carboxylate